COC1=CC(=NC2=CC(=CC=C12)NC(OC(C)(C)C)=O)[C@@H]1[C@H](C1)C1=NC=CC(=N1)C |r| rac-tert-butyl (4-methoxy-2-((1S*,2S*)-2-(4-methylpyrimidin-2-yl)cyclopropyl)quinolin-7-yl)carbamate